C(C1=CC=CC=C1)OC1=CC=2NC(NC2C2=CC=CC=C12)=O 5-(benzyloxy)-1H-naphtho[2,1-d]imidazol-2(3H)-one